3-butyl-7-chloro-5-(4-fluorophenyl)-8-methoxy-2,3,4,5-tetrahydro-1,5-benzothiazepine C(CCC)C1CSC2=C(N(C1)C1=CC=C(C=C1)F)C=C(C(=C2)OC)Cl